ClC1=C(C=CC=C1)[C@H](C(=O)N1CC2=NN(C=C2C1)S(=O)(=O)C=1C=C2C(=NC1)OCCO2)[C@@H](C)O (2S,3R)-2-(2-chlorophenyl)-1-(2-[2H,3H-[1,4]dioxino[2,3-b]pyridine-7-sulfonyl]-4H,6H-pyrrolo[3,4-c]pyrazol-5-yl)-3-hydroxybutan-1-one